FC(C(=O)O)(F)F.FC1(CN(CC2=CN3C(=C(N=C3N=C12)C1=NC(=NN1)C(F)(F)F)C1=CN=CN1)C)F 13,13-difluoro-6-(1H-imidazol-5-yl)-11-methyl-5-[3-(trifluoromethyl)-1H-1,2,4-triazol-5-yl]-2,4,7,11-tetraazatricyclo[7.4.0.03,7]trideca-1,3,5,8-tetraene, trifluoroacetic acid salt